C1N(C[C@@H]2[C@H]1CNC2)C(=O)OCC2=CC=CC=C2 benzyl (3aR,6aS)-hexahydropyrrolo[3,4-c]pyrrole-2(1H)-carboxylate